C1(CCCC1)OC1=CC=C(CN2C=CC3=C(C=CC(=C23)C(=O)NC2CC3(CCC3)C2)F)C=C1 6-(1-(4-(Cyclopentyloxy)benzyl)-4-fluoro-1H-indol-7-carboxamido)spiro[3.3]heptan